3-amino-2-hydroxymethyl-n-propan-1-ol NCC(CO)CO